6-fluoro-4,4-dimethylspiro[chromane-2,1'-cyclopropane]-8-carbonitrile FC=1C=C2C(CC3(CC3)OC2=C(C1)C#N)(C)C